ClC=1C(=C(C=CC1F)[C@@H]1[C@H](O[C@@](C1)(C(F)(F)F)C)C(=O)NC1=CC(=NC=C1)C(=O)N)OC |o1:8,9,11| rel-(2S,3R,5S)-4-[[3-(3-chloro-4-fluoro-2-methoxy-phenyl)-5-methyl-5-(trifluoromethyl)tetrahydrofuran-2-carbonyl]amino]pyridine-2-carboxamide